3-(4-bromomethyl-phenyl)-2-cyclopentyloxy-pyridine BrCC1=CC=C(C=C1)C=1C(=NC=CC1)OC1CCCC1